NC1=NC2=C(C=3N1N=C(N3)C=3OC=CC3)C=NN2[C@](C(=O)OC)(C)C2=CC=CC=C2 (R)-methyl 2-(5-amino-2-(furan-2-yl)-7H-pyrazolo[4,3-e][1,2,4]triazolo[1,5-c]pyrimidin-7-yl)-2-phenylpropionate